tert-butyl 1-(cyclopropylmethyl)-2-((3-fluoro-5-(methoxycarbonyl)-2-(methylamino)phenyl)carbamoyl)-1,6,8,9-tetrahydro-7H-pyrrolo[2,3-f]isoquinoline-7-carboxylate C1(CC1)CN1C(=CC=2C1=C1CCN(CC1=CC2)C(=O)OC(C)(C)C)C(NC2=C(C(=CC(=C2)C(=O)OC)F)NC)=O